C(=O)(O)CC(C(CF)=O)NC(C(CC)N1CC2=CC=C(C=C2C1=O)C1=CC=C(C(=O)O)C=C1)=O 4-(2-(1-((1-carboxy-4-fluoro-3-oxobutan-2-yl)amino)-1-oxobutan-2-yl)-3-oxoisoindolin-5-yl)benzoic acid